[N-](S(=O)(=O)C(F)(F)F)S(=O)(=O)C(F)(F)F.C(CCC)[P+](C)(CCCC)CCCC tributylmethylphosphonium bis(trifluoromethanesulfonyl)imide salt